O1C(OCC1)C1=CC(=C(C(=C1C(CF)O)F)[Si](C)(C)C)F 1-(6-(1,3-dioxolan-2-yl)-2,4-difluoro-3-(trimethylsilyl)phenyl)-2-fluoroethane-1-ol